3-(4-(4-(fluoromethyl)-6-(trifluoromethyl)pyridin-3-yl)phenyl)-N-(4-fluorophenyl)oxetan-3-carboxamide FCC1=C(C=NC(=C1)C(F)(F)F)C1=CC=C(C=C1)C1(COC1)C(=O)NC1=CC=C(C=C1)F